C(=O)(O)C=1C=C(C=CC1C(=O)O)OC1=CC2=CC=C(C=C2C=C1)OC1=CC(=C(C=C1)C(=O)O)C(=O)O 2,6-bis(3,4-dicarboxyphenyloxy)naphthalene